2-(6-aminopurin-9-yl)ethoxymethylphosphonic acid NC1=C2N=CN(C2=NC=N1)CCOCP(O)(O)=O